3-bromo-4-[(2,4-difluorobenzyl)oxy]-1-[3-(hydroxymethyl)phenyl]-6-methylpyridin-2(1H)-one BrC=1C(N(C(=CC1OCC1=C(C=C(C=C1)F)F)C)C1=CC(=CC=C1)CO)=O